(Z)-1,1-difluoro-4-hydroxy-4-(2-hydroxy-4,6-dimethyl-3-pyridyl)but-3-en-2-one FC(C(\C=C(\C=1C(=NC(=CC1C)C)O)/O)=O)F